ClC1CCS(=O)(=O)O1 3-chloropropanesultone